BrC1=CC=C(C=C1)C(C(F)(F)F)NS(=O)C(C)(C)C N-[1-(4-bromophenyl)-2,2,2-trifluoroethyl]-2-methylpropane-2-sulfinamide